1-(2-(4-(7-(8-methylnaphthalen-1-yl)-2-(((S)-1-methylpyrrolidin-2-yl)methoxy)-5,6,7,8-tetrahydropyrido[3,4-d]pyrimidin-4-yl)piperazine-1-carbonyl)aziridin-1-yl)ethan-1-one CC=1C=CC=C2C=CC=C(C12)N1CC=2N=C(N=C(C2CC1)N1CCN(CC1)C(=O)C1N(C1)C(C)=O)OC[C@H]1N(CCC1)C